C1=C2C=3C4=C(C=CC3NC2=CC(=C1)B(O)O)C1=C(S4)C=CC=C1 benzothieno[3,2-c]carbazol-3-ylboronic acid